4-nitrophenyl N-[2-(1-benzylpiperidin-4-yl)ethyl]carbamate C(C1=CC=CC=C1)N1CCC(CC1)CCNC(OC1=CC=C(C=C1)[N+](=O)[O-])=O